C(#N)C1=NC=CC(=C1)C=1C(=C2CCCC2=CC1)NC(=O)NS(=O)(=O)C1=CN(C(C=C1)=O)C(C)C N-((5-(2-cyanopyridin-4-yl)-2,3-dihydro-1H-inden-4-yl)carbamoyl)-1-isopropyl-6-oxo-1,6-dihydropyridine-3-sulfonamide